C1=C(C=CC=2C3=CC=CC=C3C3(C12)C1=CC=CC=C1C=1C=CC=CC13)B(O)O 9,9'-spirobi[fluorene]-2-ylboronic acid